1-((S)-2-(4-(furan-2-yl)-1H-1,2,3-triazol-1-yl)-3-methylbutanoyl)-4-hydroxypyrrolidine-2-carboxamide O1C(=CC=C1)C=1N=NN(C1)[C@H](C(=O)N1C(CC(C1)O)C(=O)N)C(C)C